ClC[C@@H]1[C@H]([C@H]([C@@H](O1)N1C=NC=2C(N)=NC=NC12)O)O 5'-chloro-5'-deoxyadenosine